CC=1C=C(CC=2C=C(C(NN2)=O)O)C=CC1 6-(3-methylbenzyl)-4-hydroxypyridazine-3(2H)-one